1-(4-cyanophenyl)-N-(2-fluoro-4-(2-(((3S,5S)-5-fluoropiperidin-3-yl)amino)-8-isopropylpyrido[3,2-d]pyrimidin-6-yl)phenyl)methanesulfonamide C(#N)C1=CC=C(C=C1)CS(=O)(=O)NC1=C(C=C(C=C1)C=1C=C(C=2N=C(N=CC2N1)N[C@@H]1CNC[C@H](C1)F)C(C)C)F